N-((1-(2,2-difluoroethyl)-3,5-diisopropyl-1H-pyrazol-4-yl)carbamoyl)-6,6-dimethyl-6,7-dihydro-5H-pyrazolo[5,1-b][1,3]oxazine-3-sulfonamide FC(CN1N=C(C(=C1C(C)C)NC(=O)NS(=O)(=O)C=1C=NN2C1OCC(C2)(C)C)C(C)C)F